Methyl 3,3-difluorocyclobutane-1-carboxylate FC1(CC(C1)C(=O)OC)F